cyclotetradecyne-2,10-bis(thiol) C#1C(CCCCCCCC(CCCC1)S)S